5-{[5-(3-chlorobenzyl)-3-methyl-2-thienyl]carbonyl}pyrimidin ClC=1C=C(CC2=CC(=C(S2)C(=O)C=2C=NC=NC2)C)C=CC1